cyclopentadienyl-(1,5,7-trimethylindenyl)zirconium dichloride [Cl-].[Cl-].C1(C=CC=C1)[Zr+2]C=1C(C2=C(C=C(C=C2C1)C)C)C